6-(3-Methoxy-2-methylphenyl)-2-(5-(S-methylsulfonimidoyl)pyridin-2-yl)phthalazin-1(2H)-one COC=1C(=C(C=CC1)C=1C=C2C=NN(C(C2=CC1)=O)C1=NC=C(C=C1)S(=O)(=N)C)C